Methyl (7-((2S,3S,4S,5R)-5-cyano-3,4-bis((methoxycarbonyl)oxy)-5-(((methoxycarbonyl)oxy)methyl)tetrahydrofuran-2-yl)pyrrolo[2,1-f][1,2,4]triazin-4-yl)carbamate C(#N)[C@]1([C@H]([C@H]([C@@H](O1)C1=CC=C2C(=NC=NN21)NC(OC)=O)OC(=O)OC)OC(=O)OC)COC(=O)OC